N-((S)-((R)-3,3-difluorocyclohexyl)(2-(((3R,5R)-2-oxo-5-(trifluoromethyl)piperidin-3-yl)methyl)imidazo[1,2-b][1,2,4]triazin-6-yl)methyl)-1-methyl-1H-pyrazole-5-carboxamide FC1(C[C@@H](CCC1)[C@H](NC(=O)C1=CC=NN1C)C=1N=C2N(N=C(C=N2)C[C@@H]2C(NC[C@@H](C2)C(F)(F)F)=O)C1)F